BrC1=CC=2C=3N(C(=NC2C=C1)N(CC1=CC=C(C=C1)OC)CC1=CC=C(C=C1)OC)C=NC3 9-bromo-N,N-bis(4-methoxybenzyl)imidazo[1,5-c]quinazoline-5-amine